4-(trifluoromethyl)picolinealdehyde FC(C1=CC(=NC=C1)C=O)(F)F